CN1CCN(CC1)[C@@H](C)C1=CC=C(C=C1)Br |o1:7| 1-methyl-4-[rel-(1S)-1-(4-bromophenyl)ethyl]piperazine